ethyl 2-[2-methyl-6-(methylamino)-N-[[4-methyl-6-(4-methylimidazol-1-yl)-3-pyridyl]sulfonyl]anilino]acetate CC1=C(N(S(=O)(=O)C=2C=NC(=CC2C)N2C=NC(=C2)C)CC(=O)OCC)C(=CC=C1)NC